C(C)(C)(C)OC(N(C)C1COC(C2=CC(=CC=C12)Br)C)=O.CN1N=NC2=C1C=CC=C2 N-methyl-benzotriazole tert-butyl-(7-bromo-1-methylisochroman-4-yl)(methyl)carbamate